NC(CCOOOC[SiH3])(N)N triaminopropyl-trioxymethyl-silane